tert-butyl 4-((4-(3-(2,6-dioxopiperidin-3-yl)-2-oxo-2,3-dihydrobenzo[d]oxazol-6-yl)piperazin-1-yl)methyl)piperidine-1-carboxylate O=C1NC(CCC1N1C(OC2=C1C=CC(=C2)N2CCN(CC2)CC2CCN(CC2)C(=O)OC(C)(C)C)=O)=O